NC1=CC(=C(OC=2C=C3CCN(C(C3=CC2)=O)CC2=CC(=CC=C2)F)C(=C1)Cl)Cl 6-(4-Amino-2,6-dichlorophenoxy)-2-(3-fluorobenzyl)-3,4-dihydroisoquinolin-1(2H)-one